C123CCCC4(CCCC35C1C52)CCN(CC4)C(=O)[O-] spiro[piperidine-4,5'-tetracyclo[7.2.0.01,10.09,11]undecane]-1-carboxylate